ClC=1C=C(C=C(C1C#N)Cl)B(O)O 3,5-DICHLORO-4-CYANOPHENYLBORONIC ACID